BrC1=CC=C(C=C1)C(C(=O)C1=CC=CC=C1)CC(C(C(C(F)(F)F)(F)F)(F)F)(F)F 2-(4-bromophenyl)-4,4,5,5,6,6,7,7,7-nonafluoro-1-phenylheptane-1-one